C1(=CC=CC=C1)S(=O)(=O)NC(CC=1C=C(C(=NO)N)C=CC1)C=1SC2=C(N1)C=CC(=C2)OCCOC2OCCCC2 3-[2-(benzenesulfonamido)-2-[6-(2-tetrahydropyran-2-yloxyethoxy)-1,3-benzothiazol-2-yl]ethyl]-N'-hydroxy-benzamidine